BrC1=CC(=NC=C1)CN(C)C 1-(4-bromo-2-pyridinyl)-N,N-dimethyl-methylamine